[N+](=O)([O-])C1=C(C=CC(=C1)[N+](=O)[O-])[O-].N[N+]1=CC(=CC(=C1)OC)Br 1-amino-3-bromo-5-methoxypyridin-1-ium 2,4-dinitrophenolate